tert-butyl ((2S)-1-(((2S)-1-((4-(2-morpholino-1-(((4-nitrophenoxy)carbonyl)oxy)-2-oxoethyl)phenyl)amino)-1-oxopropan-2-yl)amino)-1-oxopropan-2-yl)carbamate O1CCN(CC1)C(C(OC(=O)OC1=CC=C(C=C1)[N+](=O)[O-])C1=CC=C(C=C1)NC([C@H](C)NC([C@H](C)NC(OC(C)(C)C)=O)=O)=O)=O